(S)-1-(4-acryloylpiperazin-1-yl)-6-(3-hydroxynaphthalen-1-yl)-3-((1-methylpyrrolidin-2-yl)methoxy)-5,6,7,8-tetrahydro-2,6-naphthyridine-4-carbonitrile C(C=C)(=O)N1CCN(CC1)C1=NC(=C(C=2CN(CCC12)C1=CC(=CC2=CC=CC=C12)O)C#N)OC[C@H]1N(CCC1)C